C1(CCCCCCC1)C(C1=NC2=C(N1)C=CC(=C2)CN2CCN(CC2)C(=O)OC(C)(C)C)NC(=O)C=2C(=NOC2)C tert-Butyl 4-[(2-{cyclooctyl[(3-methylisoxazole-4-carbonyl)amino]methyl}-1H-benzimidazol-5-yl)methyl]piperazine-1-carboxylate